[3-[7-(aminomethyl)-7-thiophen-3-yl-3-azabicyclo[4.1.0]heptan-3-yl]-6-(2,3-dichlorophenyl)-5-methylpyrazin-2-yl]methanol NCC1(C2CCN(CC12)C=1C(=NC(=C(N1)C)C1=C(C(=CC=C1)Cl)Cl)CO)C1=CSC=C1